N1N=CC2=CC(=CC=C12)N1C(=NC=2C1=NC(=CC2)C(F)(F)F)C2=CC=NC=C2 4-[3-(1H-Indazol-5-yl)-5-(trifluoromethyl)imidazo[4,5-b]pyridin-2-yl]pyridin